C[Si](OC)(OC)CCCNC(NCCC[Si](C)(OC)OC)C(C)SCCC[Si](OC)(OC)C methyldimethoxysilylpropyl bis(methyldimethoxysilylpropylamino)methylethyl sulfide